ClC1=NC2=C(C(=C3C(=C2C(=N1)Cl)NN=C3)C3=C(C(=CC(=N3)N(CC3=CC=C(C=C3)OC)CC3=CC=C(C=C3)OC)C)C(F)(F)F)F 6-(7,9-dichloro-5-fluoro-1H-pyrazolo[3,4-f]quinazolin-4-yl)-N,N-bis(4-methoxybenzyl)-4-methyl-5-(trifluoromethyl)pyridin-2-amine